(S)-8-(2-Isopropoxyphenyl)-N-(7-(pyrrolidin-1-yl)-6,7,8,9-tetrahydro-5H-benzo[7]annulen-2-yl)quinazolin-2-amine C(C)(C)OC1=C(C=CC=C1)C=1C=CC=C2C=NC(=NC12)NC=1C=CC2=C(CC[C@H](CC2)N2CCCC2)C1